FC=1C=CC=C2C(=CC=NC12)C=1C(=NN(C1)C)C1=NC=C(C=C1)F 8-fluoro-4-[3-(5-fluoro-2-pyridinyl)-1-methyl-pyrazol-4-yl]quinoline